ClC1=C2C(=C(N=N1)Cl)C=NC=C2 1,4-dichloropyrido[3,4-d]Pyridazine